3-(3-aminophenyl)piperidine-1-carboxylic acid tert-butyl ester C(C)(C)(C)OC(=O)N1CC(CCC1)C1=CC(=CC=C1)N